7-methoxy-3,4-dihydro-2H-thiopyrano[2,3-b]pyridine COC1=CC=C2C(=N1)SCCC2